6-nonenedioaldehyde C(CCCCC=CCC=O)=O